(2,2,5-trimethyl-1,3-dioxan-5-yl)methylamine CC1(OCC(CO1)(C)CN)C